5-Amino-1-isopropyl-3-(4-(2-oxo-2-((3-(spiro[3.3]heptan-2-yl)isoxazol-5-yl)amino)ethyl)phenyl)-1H-pyrazole-4-carboxamide NC1=C(C(=NN1C(C)C)C1=CC=C(C=C1)CC(NC1=CC(=NO1)C1CC2(C1)CCC2)=O)C(=O)N